NC1=NC=2N(C=C1)N=C(C2C2=CN=NC=C2)C=2C=C(C#N)C=CC2 3-(5-amino-3-pyridazin-4-yl-pyrazolo[1,5-a]pyrimidin-2-yl)benzonitrile